(2S,3S)-2-aminopent-4-enoic acid N[C@H](C(=O)O)CC=C